C(C)OC(=O)C=1N=C2N(C(=CC=C2)NC=O)C1 5-Formylaminoimidazo[1,2-a]pyridine-2-carboxylic acid ethyl ester